CS(=O)(=O)N1[C@@H]2CN[C@H](C1)C2 (1S,4S)-2-methanesulfonyl-2,5-diazabicyclo[2.2.1]Heptane